3-(4-((1R,4r)-4-(4-amino-3-(4-phenoxyphenyl)-1H-pyrazolo[3,4-d]pyrimidin-1-yl)cyclohexyl)piperazin-1-yl)-5-fluorobenzene-1,2-dicarboxylic acid dimethyl ester COC(=O)C=1C(=C(C=C(C1)F)N1CCN(CC1)C1CCC(CC1)N1N=C(C=2C1=NC=NC2N)C2=CC=C(C=C2)OC2=CC=CC=C2)C(=O)OC